(1r,2s,5s)-3-(tert-butoxycarbonyl)-6,6-dimethyl-3-azabicyclo[3.1.0]hexane-2-carboxylic acid C(C)(C)(C)OC(=O)N1[C@@H]([C@H]2C([C@H]2C1)(C)C)C(=O)O